2-[2-(hydroxymethyl)-3-pyridinyl]azepane-1-carbaldehyde OCC1=NC=CC=C1C1N(CCCCC1)C=O